tert-butyl 4-(2-(cyclohexyloxy)-4-(methoxycarbonyl)phenyl)-3,6-dihydropyridine-1(2H)-carboxylate C1(CCCCC1)OC1=C(C=CC(=C1)C(=O)OC)C=1CCN(CC1)C(=O)OC(C)(C)C